2-(5-((dimethylamino)methyl)-2-oxo-4-(trifluoromethyl)pyridin-1(2H)-yl)-4-methylpentanoic acid CN(C)CC=1C(=CC(N(C1)C(C(=O)O)CC(C)C)=O)C(F)(F)F